C(C=C)(=O)OCC(C(C(=O)N1[C@@H](CCCC1)C(=O)O[C@H](CCC1=C(C=C(C(=C1)OC)OC)OC(C)(C)C)C1=CC(=CC=C1)OCC(=O)OC(C)(C)C)=O)(C)C (R)-1-(3-(2-(tert-butoxy)-2-oxoethoxy)phenyl)-3-(2-(tert-butoxy)-4,5-dimethoxyphenyl)propyl (S)-1-(4-(acryloyloxy)-3,3-dimethyl-2-oxobutanoyl)piperidine-2-carboxylate